O=C1C2=CC=CC=C2C(C=2OC(=CC21)C(C)N2CCNCC2)=O 4-(1-(4,9-dioxo-4,9-dihydronaphtho[2,3-b]furan-2-yl)ethyl)piperazine